boronic acid TFA salt OC(=O)C(F)(F)F.B(O)O